(E)-ethyl 4-(4-bromo-3-fluorophenyl)-4-methylpent-2-enoate BrC1=C(C=C(C=C1)C(/C=C/C(=O)OCC)(C)C)F